NCC1(CCCCC1)CC(=O)O 1-(aminomethyl)-cyclohexyl-acetic acid